1-trimethoxysilyl-8-bis(diethylamino)phenylsilyloctane CO[Si](CCCCCCCC[Si](C1=CC=CC=C1)(N(CC)CC)N(CC)CC)(OC)OC